trans-3-amino-6'-chloro-2'-methyl-1',2'-dihydro-3'H-spiro[cyclobutane-1,4'-isoquinolin]-3'-one sulfate S(=O)(=O)(O)O.NC1CC2(C(N(CC3=CC=C(C=C23)Cl)C)=O)C1